C1(=CC=CC=C1)P(C(C1=C(C=C(C(=C1)C)C)C)=O)(C(C1=C(C=C(C(=C1)C)C)C)=O)=O phenyl-bis(2,4,5-trimethylbenzoyl)-phosphine oxide